C(CCCC)S(=O)(=O)OC1=CC=C(C=C1)NC(NC1=CC=C(C=C1)OS(=O)(=O)CCCCC)=O bis-[4-(pentanesulfonyloxy)phenyl]urea